1-[5-fluoro-2-[2-methoxy-4-(trifluoromethoxy)phenoxy]-4-(trifluoromethyl)phenyl]-2-(3-methylisoxazol-5-yl)ethanone FC=1C(=CC(=C(C1)C(CC1=CC(=NO1)C)=O)OC1=C(C=C(C=C1)OC(F)(F)F)OC)C(F)(F)F